1-benzylpiperidine-4,4-dicarbonitrile C(C1=CC=CC=C1)N1CCC(CC1)(C#N)C#N